2-(4-fluorophenyl)-7,7-dimethyl-3-(pyridin-4-yl)-6,7-dihydropyrazolo[1,5-a]pyrazin FC1=CC=C(C=C1)C1=NN2C(C=NCC2(C)C)=C1C1=CC=NC=C1